bis(2-amino-4-methylphenyl) disulfide NC1=C(C=CC(=C1)C)SSC1=C(C=C(C=C1)C)N